2-[2-[[6-methoxy-5-(2-morpholinoethoxy)-1,3-benzothiazol-2-yl]methylcarbamoyl]indan-2-yl]acetic acid COC1=CC2=C(N=C(S2)CNC(=O)C2(CC3=CC=CC=C3C2)CC(=O)O)C=C1OCCN1CCOCC1